(4-hydroxybenzoyl)-3-(piperidin-1-yl)benzenesulfonohydrazide OC1=CC=C(C(=O)C2=C(C=CC=C2N2CCCCC2)S(=O)(=O)NN)C=C1